[1,3]dioxan-5-amide O1COCC(C1)C(=O)N